N-(6-chloro-1-(3-(3,5-dihydroxyphenyl)prop-2-yn-1-yl)-3-methyl-2,4-dioxo-1,2,3,4-tetrahydropyrimidin-5-yl)-3-(p-tolyl)propanamide ClC1=C(C(N(C(N1CC#CC1=CC(=CC(=C1)O)O)=O)C)=O)NC(CCC1=CC=C(C=C1)C)=O